ClC1=NC=C(C(=C1)N(C1CCC(CC1)N)CCF)C#CC=1C=NN(C1)C (1s,4s)-N4-(2-chloro-5-((1-methyl-1H-pyrazol-4-yl)ethynyl)pyridin-4-yl)-N4-(2-fluoroethyl)cyclohexane-1,4-diamine